FC(C1=CC=C(C=N1)NC(=O)C1=NC(=NC(=C1)C(C)(C)O)C1=CN=CN1C)F N-(6-(difluoromethyl)pyridin-3-yl)-6-(2-hydroxypropan-2-yl)-2-(1-methyl-1H-imidazol-5-yl)pyrimidine-4-carboxamide